N1(N=CC=C1)C1=CC=C(C=C1)C1=CC(=NN1)NC=1C=C2C=NNC2=CC1C N-(5-(4-(1H-pyrazol-1-yl)phenyl)-1H-pyrazol-3-yl)-6-methyl-1H-indazol-5-amine